BrC1=CC(=C2C=NC=NC2=C1)OC1CCC(CC1)NC1=NC(=NC=C1)C N-[4-(7-bromoquinazolin-5-yl)oxycyclohexyl]-2-methyl-pyrimidin-4-amine